(7-(3-(1H-Pyrazol-1-yl)phenyl)-2-azaspiro[3.5]nonan-2-yl)((1s,3s)-3-hydroxy-3-methylcyclobutyl)methanon N1(N=CC=C1)C=1C=C(C=CC1)C1CCC2(CN(C2)C(=O)C2CC(C2)(C)O)CC1